2-chloro-3-(methoxymethoxy)-5-(3-methoxyprop-1-yn-1-yl)pyridine ClC1=NC=C(C=C1OCOC)C#CCOC